(Z)-styryl (n-octyl) thioether C(CCCCCCC)S\C=C/C1=CC=CC=C1